BrC1=CC(=C(C=C1)N1C(=NC2=CC(=C(C=C2C1=O)/C=C/C(=O)NO)F)CC)F (E)-3-(3-(4-bromo-2-fluorophenyl)-2-ethyl-7-fluoro-4-oxo-3,4-dihydroquinazolin-6-yl)-N-hydroxyacrylamide